FC(C(=O)N1CCC(CC1)C1=CC(=C(C(=O)N)C=C1)C1=NC=C(C=C1)OC1=CC=CC=C1)=C 4-(1-(2-fluoropropenoyl)piperidin-4-yl)-2-(5-phenoxypyridin-2-yl)benzamide